(2S,4R)-4-(difluoromethoxy)-N-(1H-pyrrolo[3,2-c]pyridin-2-ylmethyl)pyrrolidine-2-carboxamide FC(O[C@@H]1C[C@H](NC1)C(=O)NCC1=CC=2C=NC=CC2N1)F